CCCCCCCCCCCC(=O)N(C)CC(=O)OC(C)C Isopropyl lauroyl sarcosinate